(S)-1-(3-aminobicyclo[1.1.1]pentan-1-yl)ethan-1-ol NC12CC(C1)(C2)[C@H](C)O